C(\C=C/C(=O)O)(=O)O.C(\C=C/C(=O)O)(=O)O.C(CO)O 1,2-ethylene glycol dimaleate